mercapto carbonate C(OS)([O-])=O